C[C@@H]1CN(C[C@@H](O1)C)C(=O)C=1C2=C(N(N1)CC(=O)N1CCN(CC1)C1=CC(=CC=C1)CC)CCC2 2-{3-[(2R,6S)-2,6-Dimethylmorpholin-4-carbonyl]-5,6-dihydrocyclopenta[c]pyrazol-1(4H)-yl}-1-[4-(3-ethylphenyl)piperazin-1-yl]ethan-1-on